[Li].C(C)(CC)C1C=CC2=CC=3CCCC3C=C12 1-(sec-butyl)-1,5,6,7-tetrahydro-s-indacene lithium